methyl-ethyl-aluminum phosphite P([O-])([O-])[O-].C[Al+3]CC